palladium(II) bis(2-(di-tert-butylphosphanyl)cyclopenta-2,4-dien-1-yl)iron dichloride C(C)(C)(C)P(C=1C(C=CC1)[Fe](C1C(=CC=C1)P(C(C)(C)C)C(C)(C)C)(Cl)Cl)C(C)(C)C.[Pd+2]